C(C1=CC=CC=C1)OC=1C=C(C=O)C=CC1OC 3-benzyloxy-4-methoxybenzaldehyde